(R)-6-(4-fluorophenyl)-N-(1-(6-methylpyridazin-3-yl)ethyl)-8-(oxetan-3-ylthio)quinazolin-4-amine FC1=CC=C(C=C1)C=1C=C2C(=NC=NC2=C(C1)SC1COC1)N[C@H](C)C=1N=NC(=CC1)C